COC1=C(C=CC=C1)C1=COC=2C1=NC=C(C2)C2=CC=C(C=C2)N2CCN(CC2)C(=O)OC(C)(C)C tert-butyl 4-(4-(3-(2-methoxyphenyl)furo[3,2-b]pyridin-6-yl)phenyl)piperazine-1-carboxylate